CC(C\C=C/CC)OC1=CC=C(C=C1)CCC(C)=O (Z)-4-(4-(hept-4-en-2-yloxy)phenyl)butan-2-one